C(C)(C)(C)OC(=O)O[C@@H]1[C@H]([C@H](N(C1)C(=O)OC(C)(C)C)CC1=CC=C(C=C1)C#C)O tert-butyl (2R,3S,4S)-4-[(tert-butoxycarbonyl)oxy]-2-[(4-ethynylphenyl)methyl]-3-hydroxypyrrolidine-1-carboxylate